N1C(=CC=2C=NC=CC21)CNC(CC2=C(C=CC(=C2OC)C2=C(SC(=C2)C2=CC=CC=C2)C(=O)N)C2=CC=CC=C2)=O (2-(2-(((1H-pyrrolo[3,2-c]pyridin-2-yl)methyl)amino)-2-oxoethyl)-3-methoxy-[1,1'-biphenyl]-4-yl)-5-phenylthiophene-2-carboxamide